OC1(CC(C1)NC1=CC(=C(N=N1)C1=C(C=C(C=C1)C(F)(F)F)O)C)C 2-(6-(((cis)-3-hydroxy-3-methylcyclobutyl)amino)-4-methylpyridazin-3-yl)-5-(trifluoromethyl)phenol